4-[5-[(1S)-2-amino-1-hydroxyethyl]pyridin-2-yl]-3-[6-(2,2-dimethylmorpholin-4-yl)-2-methylpyrimidin-4-yl]oxybenzonitrile NC[C@@H](O)C=1C=CC(=NC1)C1=C(C=C(C#N)C=C1)OC1=NC(=NC(=C1)N1CC(OCC1)(C)C)C